N-(trimethylsiloxycarbonyl)methyl-3-aminopropyl-methyldiethoxysilane C[Si](OC(=O)CNCCC[Si](OCC)(OCC)C)(C)C